C1=CC=C(C(=C1)[C@H](C(=O)O)O)Cl (R)-(-)-2-chloromandelic acid